1-((1H-indol-3-yl)methyl)-7-ethoxy-6-methoxy-3,4-dihydroisoquinoline-2(1H)-formaldehyde N1C=C(C2=CC=CC=C12)CC1N(CCC2=CC(=C(C=C12)OCC)OC)C=O